(2-((1s*,3s*)-3-(2-(2,6-dioxopiperidin-3-yl)-1-oxoisoindolin-4-yl)cyclobutyl)ethyl)picolinamide O=C1NC(CC[C@@H]1N1C(C2=CC=CC(=C2C1)C1CC(C1)CCC=1C(=NC=CC1)C(=O)N)=O)=O |o1:6|